2',3''-bis(4,6-diphenyl-1,3,5-triazin-2-yl)-1,1':4',1'':4'',1'''-quaterphenyl C1(=CC=CC=C1)C1=NC(=NC(=N1)C1=CC=CC=C1)C1=C(C=CC(=C1)C1=CC(=C(C=C1)C1=CC=CC=C1)C1=NC(=NC(=N1)C1=CC=CC=C1)C1=CC=CC=C1)C1=CC=CC=C1